COC(=O)C1(CCN(CC1)C(=O)OC(C)(C)C)NC(=O)OCC1C2=CC=CC=C2C=2C=CC=CC12 1-tert-Butoxycarbonyl-4-(9-fluorenylmethoxycarbonyl-amino)-piperidine-4-carboxylic acid methyl ester